Cl.C(#N)C=1C=NC2=CC(=C(C=C2C1NC1=CC(=CC=C1)C#C)NC(C)=O)OCC 3-cyano-6-acetamido-7-ethoxy-4-(3-ethynylanilino)quinoline hydrochloride